N-((1H-imidazol-4-yl)(phenyl)methyl)-2-chloroaniline N1C=NC(=C1)C(NC1=C(C=CC=C1)Cl)C1=CC=CC=C1